N-((2S)-6-(9-oxa-3,7-diazabicyclo[3.3.1]nonan-3-yl)-5,8-difluoro-1,2,3,4-tetrahydronaphthalen-2-yl)-3-amino-6-methylthieno[2,3-b]pyridine-2-carboxamide C12CN(CC(CNC1)O2)C=2C(=C1CC[C@@H](CC1=C(C2)F)NC(=O)C2=C(C=1C(=NC(=CC1)C)S2)N)F